7-isopropoxyimidazo[1,2-a]pyridine C(C)(C)OC1=CC=2N(C=C1)C=CN2